OC1=C(C(=NC(=N1)N)N)N 6-hydroxy-2,4,5-triamino-pyrimidine